FC1(C(C2=CC(=C=C=C12)OC=1C=CC=NC1)O)F 5-(8,8-difluoro-7-hydroxybicyclo[4.2.0]oct-1,3,5-triene-2-enyloxy)pyridine